6-methoxy-2-((tetrahydro-2H-pyran-4-yl)methyl)-3,4-dihydroisoquinolin-1(2H)-one COC=1C=C2CCN(C(C2=CC1)=O)CC1CCOCC1